6-bromo-2-fluoro-3-(trifluoromethoxy)phenol BrC1=CC=C(C(=C1O)F)OC(F)(F)F